(bromomethyl-d)benzene BrC([2H])C1=CC=CC=C1